3-(3,3-dimethyl-1,3-dihydroisobenzofuran-5-yl)tetrahydro-1H-pyrrolizine CC1(OCC2=CC=C(C=C12)C1CCC2=CCCN12)C